C(OCCC)(OCCC(F)(F)F)=O n-propyl (3,3,3-trifluoropropyl) carbonate